(S)-(2-(pyrrolidin-2-ylmethoxy) ethyl) phosphonate P(OCCOC[C@H]1NCCC1)([O-])=O